methyldioctadecyl-phosphonium tetrakis(pentafluorophenyl)borate FC1=C(C(=C(C(=C1[B-](C1=C(C(=C(C(=C1F)F)F)F)F)(C1=C(C(=C(C(=C1F)F)F)F)F)C1=C(C(=C(C(=C1F)F)F)F)F)F)F)F)F.C[PH+](CCCCCCCCCCCCCCCCCC)CCCCCCCCCCCCCCCCCC